ClC1=CC=C(C=C1)/C=C/C(=O)C1=CC=C(C=C1)S(=O)(=O)NCCC(=O)O 3-[[4-[(E)-3-(4-Chlorophenyl)prop-2-enoyl]phenyl]sulfonylamino]propanoic acid